2,3,3',4,4',5',6-heptabromodiphenyl ether C1=C(C=C(C(=C1Br)Br)Br)OC2=C(C(=C(C=C2Br)Br)Br)Br